ClC1=CC=C2C(=CC(=NC2=C1Cl)CCC(=O)O)C=1C=NNC1 3-(7,8-Dichloro-4-(1H-Pyrazol-4-Yl)Quinolin-2-Yl)Propanoic Acid